OC[C@]1(N2[C@@H](C[C@@](C1=O)(CC2)C)C(F)(F)F)COC (1R,2S,4S,6S)-2-(hydroxymethyl)-2-(methoxymethyl)-4-methyl-6-(trifluoromethyl)quinuclidin-3-one